methyl 1-((1R,3S)-3-((tertbutoxy carbonyl)amino)cyclohexyl)-2-isobutyl-1H-imidazo[4,5-c]pyridine-6-carboxylate C(C)(C)(C)OC(=O)N[C@@H]1C[C@@H](CCC1)N1C(=NC=2C=NC(=CC21)C(=O)OC)CC(C)C